4-[4-(4-(4-chloroquinolin-3-yl)-benzyl)-piperidin-1-yl]-(3,3-difluorocyclobutyl)-methanone ClC1=C(C=NC2=CC=CC=C12)C1=CC=C(CC2CCN(CC2)C2C(CC2C=O)(F)F)C=C1